O1C=C(C=C1)C1=C(C=C2C=NN(C2=C1)CCC(C)(O)C)[N+](=O)[O-] 4-(6-(furan-3-yl)-5-nitro-1H-indazol-1-yl)-2-methylbutan-2-ol